tert-Butyl (S)-(1-(2-((1-isopropyl-1H-pyrazolo[3,4-b]pyridin-6-yl)amino)-5-(1-(2,2,2-trifluoroethyl)-1H-pyrazol-4-yl)pyridin-4-yl)piperidin-3-yl)carbamate C(C)(C)N1N=CC=2C1=NC(=CC2)NC2=NC=C(C(=C2)N2C[C@H](CCC2)NC(OC(C)(C)C)=O)C=2C=NN(C2)CC(F)(F)F